4-chloro-2-(methoxy-d3)-1-methylbenzene ClC1=CC(=C(C=C1)C)OC([2H])([2H])[2H]